CN(C1=C(C(=CC=C1)C(C)C)N1C(N=C(C2=C1N=C(C=C2)C2=C(C=CC=C2)F)N2[C@H](CN(CC2)C(C=C)=O)C)=O)C (2-(dimethylamino)-6-(2-propanyl)phenyl)-7-(2-fluorophenyl)-4-((2S)-2-methyl-4-(2-propenoyl)-1-piperazinyl)pyrido[2,3-d]pyrimidin-2(1H)-one